2-methyl-6-(1-methylpiperidin-4-yl)-N-{(1R)-1-[3-(trifluoromethyl)phenyl]ethyl}pyrido[3,4-d]pyrimidin-4-amine CC=1N=C(C2=C(N1)C=NC(=C2)C2CCN(CC2)C)N[C@H](C)C2=CC(=CC=C2)C(F)(F)F